tetrasodium 2-phosphonobutane P(=O)(O)(O)C(C)CC.[Na].[Na].[Na].[Na]